(S)-1-(4-(3-((1r,3R,5S,7S)-3,5-dimethyladamantan-1-yl)ureido)-3-fluorobenzyl)-N-(2-hydroxyethyl)piperidine-4-carboxamide C[C@]12CC3(CC(C[C@@](C1)(C3)C)C2)NC(NC2=C(C=C(CN3CCC(CC3)C(=O)NCCO)C=C2)F)=O